N1=C(C=C(C=C1N)N)N 2,4,6-pyridinetriamine